aziridine, hydrochloride Cl.N1CC1